2-methoxy-3-(pyridin-3-yl)benzoic acid COC1=C(C(=O)O)C=CC=C1C=1C=NC=CC1